BrC1=C(C=C2C(=NC(=NC2=C1F)C=O)N1CCN(CC1)C(=O)OC(C)(C)C)Cl tert-Butyl 4-(7-bromo-6-chloro-8-fluoro-2-formylquinazolin-4-yl)piperazine-1-carboxylate